9-(3-(dimethylamino)propyl)-15-(1-(6-(heptadecan-9-yloxy)-6-oxohexyl)-1H-1,2,3-triazol-4-yl)-8,12-dioxo-7,13-dioxa-3,4-dithia-9-azapentadecyl nonanoate C(CCCCCCCC)(=O)OCCSSCCOC(N(CCC(OCCC=1N=NN(C1)CCCCCC(=O)OC(CCCCCCCC)CCCCCCCC)=O)CCCN(C)C)=O